4-(5-((2-(4-Cyclopropylphenyl)-2-oxoethyl)thio)-1H-tetrazol-1-yl)benzoic acid C1(CC1)C1=CC=C(C=C1)C(CSC1=NN=NN1C1=CC=C(C(=O)O)C=C1)=O